C(C)(C)N1C(=NN=C1)C1=CC=CC(=N1)NC(=O)NC1=NNC=2C1=NC=CC2 1-(6-(4-isopropyl-4H-1,2,4-triazol-3-yl)pyridin-2-yl)-3-(1H-pyrazolo[4,3-b]pyridin-3-yl)urea